(S)-(2-chloro-5-fluoro-7-methyl-7,8-dihydrobenzofuro[5,4-d]thiazol-7-yl)methanol ClC=1SC2=C(N1)C=C(C1=C2C[C@@](O1)(C)CO)F